Cl.ClCCN1CCOCC1 2-chloroethyl-morpholine hydrochloride salt